C(C)C1=C(N=C2N1C=CC(=C2)C(=O)N2CCNCC2)C2=C(C=CC=C2)C2=C(C(N(C=C2)C)=O)C 4-(2-(3-ethyl-7-(piperazine-1-carbonyl)imidazo[1,2-a]pyridin-2-yl)phenyl)-1,3-dimethylpyridin-2(1H)-one